tert-butyl 4-[4-[[1-(2,6-dioxo-3-piperidyl)-3,4-dihydro-2H-quinolin-5-yl]oxy]-1-piperidyl]piperidine-1-carboxylate O=C1NC(CCC1N1CCCC2=C(C=CC=C12)OC1CCN(CC1)C1CCN(CC1)C(=O)OC(C)(C)C)=O